(3-(cyclopropylethynyl)-5-fluorophenyl)-N-(2,2-difluoroethyl)-6,7-difluoro-1-methyl-[1,2,4]triazolo[4,3-a]quinazolin-5-amine C1(CC1)C#CC=1C=C(C=C(C1)F)C1=C(C(=C2C(=NC=3N(C2=C1)C(=NN3)C)NCC(F)F)F)F